Bis(ethene) Rhodium(I) [Rh+].C=C.C=C